1-[[4-[[2-(trifluoromethyl)-1,3-dioxolan-2-yl]methoxy]phenyl]methyl]-1H-pyrazole-4-carboxylic acid 2-methoxyethyl ester COCCOC(=O)C=1C=NN(C1)CC1=CC=C(C=C1)OCC1(OCCO1)C(F)(F)F